tert-butyl (3,3-difluorocyclobutyl)(pyrrolidin-3-yl)carbamate FC1(CC(C1)N(C(OC(C)(C)C)=O)C1CNCC1)F